2-isopropyl-3-methoxy-2H-benzo[g]indazol-5-ol C(C)(C)N1N=C2C3=C(C(=CC2=C1OC)O)C=CC=C3